2-([1,1'-biphenyl]-4-yl)-4-(3'-chloro-[1,1'-biphenyl]-4-yl)-4-(3'-chloro-[1,1'-biphenyl]-3-yl)-6-PHENYLPYRIMIDINE C1(=CC=C(C=C1)C1=NC(=CC(N1)(C=1C=C(C=CC1)C1=CC(=CC=C1)Cl)C1=CC=C(C=C1)C1=CC(=CC=C1)Cl)C1=CC=CC=C1)C1=CC=CC=C1